C(#N)[C@H]1N(CSC1)C(CNC(=O)C1=CC=NC2=CC=C(C=C12)N1CC(CCC1)OC)=O N-(2-((R)-4-Cyanothiazolidin-3-yl)-2-oxoethyl)-6-(3-methoxypiperidin-1-yl)-quinoline-4-carboxamide